4-(3-hydroxyphenyl)pyrazol OC=1C=C(C=CC1)C=1C=NNC1